3-(pyrrolidin-1-yl)propane-1-thiol N1(CCCC1)CCCS